tert-Butyl 3-((3-fluorobenzyl)carbamoyl)pyrrolidine-1-carboxylate FC=1C=C(CNC(=O)C2CN(CC2)C(=O)OC(C)(C)C)C=CC1